N-(1-(3-nitrophenyl)-2-(tert-butylamino)-2-oxoethyl)-N-(3-chlorophenyl)propiolamide [N+](=O)([O-])C=1C=C(C=CC1)C(C(=O)NC(C)(C)C)N(C(C#C)=O)C1=CC(=CC=C1)Cl